6-methyl-2-(1-piperidinyl)chromen-4-one CC=1C=C2C(C=C(OC2=CC1)N1CCCCC1)=O